C(#N)C1=NC2=CC(=CC(=C2N=C1C1=CC=CC=C1)[C@@H](C)NC1=C(C(=O)O)C=CC=C1)C (R)-2-((1-(2-cyano-7-methyl-3-phenylquinoxalin-5-yl)ethyl)amino)benzoic acid